C(C(=O)O)(=O)O.NCCCC[C@@H](C(=O)NCCC1(C(=C(C(=C1C)C)C)C)C)NC(CCC1(C(=C(C(=C1C)C)C)C)C)=O (S)-6-amino-N-(2-(1,2,3,4,5-pentamethylcyclopenta-2,4-dien-1-yl)ethyl)-2-(3-(1,2,3,4,5-pentamethylcyclopenta-2,4-dien-1-yl)propanamido)hexanamide oxalate